(S)-4-chloro-3-hydroxybutanoic acid ethyl ester C(C)OC(C[C@@H](CCl)O)=O